C(C1=CC=CC=C1)N1N=CC2=CC=C(C=C12)C=1C(=CC(N(C1)C)=O)O[C@@H]1CC[C@H](CC1)NC(=O)C1CC1 trans-N-(4-((5-(1-benzyl-1H-indazol-6-yl)-1-methyl-2-oxo-1,2-dihydropyridin-4-yl)oxy)cyclohexyl)cyclopropanecarboxamide